N-(1-(5-(3-cyano-6-ethoxypyrazolo[1,5-a]pyridin-4-yl)pyridin-2-yl)-4-(pyridin-2-ylmethyl)piperidin-4-yl)-3-morpholinopropanamide C(#N)C=1C=NN2C1C(=CC(=C2)OCC)C=2C=CC(=NC2)N2CCC(CC2)(CC2=NC=CC=C2)NC(CCN2CCOCC2)=O